N1C2=C(N=CC1)SC(=C2)C(=O)[O-] 1,2-dihydrothieno[2,3-b]pyrazine-6-carboxylate